ClC1=C(C=NN1C1OCCCC1)[N+](=O)[O-] 5-chloro-4-nitro-1-(tetrahydro-pyran-2-yl)-1H-pyrazole